CC(CC1=C(C=CC(=C1)CO)C1=C(C=CC(=C1)OC)F)(CC#C)C (2-(2,2-dimethylpent-4-yn-1-yl)-2'-fluoro-5'-methoxy-[1,1'-biphenyl]-4-yl)methanol